BrC1=CC=2C(C3=CC=C(C=C3NC2C=C1)OC1=CC=CC=C1)(C)C 2-bromo-9,9-dimethyl-6-phenoxy-9,10-dihydroacridine